5-chloro-N-(2-(6-(trifluoromethoxy)-1H-indol-3-yl)ethyl)thiazolo[5,4-d]pyrimidin-7-amine-d 2,5-dioxopyrrolidin-1-yltetrahydro-2H-pyran-4-carboxylate O=C1N(C(CC1)=O)C1OCCC(C1)C(=O)O.ClC=1N=C(C2=C(N1)SC=N2)N([2H])CCC2=CNC1=CC(=CC=C21)OC(F)(F)F